C[C@@H]1[C@@H](CNC1)NC(OC(C)(C)C)=O tert-butyl N-[(3S,4S)-4-methylpyrrolidin-3-yl]carbamate